C(C)(=O)NC1=C2C(N(C(C2=CC=C1)=O)[C@H](CC(=O)OCC)C1=CC(=C(C=C1)OC)OCC)=O ethyl (R)-3-(4-acetamido-1,3-dioxoisoindolin-2-yl)-3-(3-ethoxy-4-methoxyphenyl)propionate